C1(CC1)CN1C(N(C(C1=O)=O)CC1=NC(=NO1)CC(=O)N(CC1OC(CC1)=O)C1=C(C=CC=C1)OC)=O (5-((3-(cyclopropylmethyl)-2,4,5-trioxoimidazolidin-1-yl)methyl)-1,2,4-oxadiazol-3-yl)-N-(2-methoxyphenyl)-N-((5-oxotetrahydrofuran-2-yl)methyl)acetamide